Cl.Cl.Cl.Cl.C=1(C(=C(C(=CC1)N)N)N)N benzenetetramine, tetrahydrochloride